methyl 6-(3-bromo-phenyl)-2-ethyl-nicotinate BrC=1C=C(C=CC1)C1=NC(=C(C(=O)OC)C=C1)CC